1-((3R,5R)-3-(2-(6-(1H-imidazol-2-yl)pyrimidin-4-yl)-6-chloropyridin-4-yl)-4-acetyl-5-methylpiperazin-1-yl)prop-2-en-1-one N1C(=NC=C1)C1=CC(=NC=N1)C1=NC(=CC(=C1)[C@@H]1CN(C[C@H](N1C(C)=O)C)C(C=C)=O)Cl